tert-butyldimethylsilyl-chlorosilane [Si](C)(C)(C(C)(C)C)[SiH2]Cl